5-Geranylgeranyl-3,4-dihydroxybenzoic acid C(\C=C(/C)\CCC=C(C)C)C(C/C(=C/CC1=C(C(=O)O)C=CC(=C1O)O)/C)C=C(C)C